6-Chloro-3-[(1R)-1-[2-[1-(difluoromethyl)pyrazol-4-yl]-3,6-dimethyl-4-oxo-chromen-8-yl]ethoxy]pyridine-2-sulfonamide ClC1=CC=C(C(=N1)S(=O)(=O)N)O[C@H](C)C=1C=C(C=C2C(C(=C(OC12)C=1C=NN(C1)C(F)F)C)=O)C